aniline aluminum [Al].NC1=CC=CC=C1